OC(C(=O)OC)C1=C(C(=CC=C1)OC1CCOCC1)N1C(CCC1)=O methyl 2-hydroxy-2-(2-(2-oxopyrrolidin-1-yl)-3-((tetrahydro-2H-pyran-4-yl)oxy)phenyl)acetate